N-[(2-Amino-3-pyridyl)sulfonyl]-6-(6-methoxy-5-methyl-3-pyridyl)-2-[(4S)-2,2,4-trimethylpyrrolidin-1-yl]pyridin-3-carboxamid NC1=NC=CC=C1S(=O)(=O)NC(=O)C=1C(=NC(=CC1)C=1C=NC(=C(C1)C)OC)N1C(C[C@@H](C1)C)(C)C